1-((S)-1-((2S,4R)-2-(benzo[d]thiazol-2-yl)-4-hydroxypyrrolidin-1-yl)-3-methyl-1-oxobutan-2-yl)-N-methyl-1H-1,2,3-triazole-4-carboxamide S1C(=NC2=C1C=CC=C2)[C@H]2N(C[C@@H](C2)O)C([C@H](C(C)C)N2N=NC(=C2)C(=O)NC)=O